Trans-1-chloro-3,3,3-trifluoropropane ClCCC(F)(F)F